(2,2-difluoroethyl) (3,3-difluoropropyl) sulfate S(=O)(=O)(OCC(F)F)OCCC(F)F